tert-butyl 7-[4-[3-chloro-4-(difluoromethoxy)-2-fluoro-anilino]pyrido[3,4-d]pyrimidin-6-yl]-4,7-diazaspiro[2.5]octane-4-carboxylate ClC=1C(=C(NC=2C3=C(N=CN2)C=NC(=C3)N3CCN(C2(CC2)C3)C(=O)OC(C)(C)C)C=CC1OC(F)F)F